(Sa)-1-((1R)-1-(4-(3-Azabicyclo[3.1.0]hexane-3-yl)phenyl)ethyl)-4-(propane-1-yne-1-yl)-1H-indazole-7-carboxylic acid lithium salt [Li+].C12CN(CC2C1)C1=CC=C(C=C1)[C@@H](C)N1N=CC2=C(C=CC(=C12)C(=O)[O-])C#CC